CC=1N(C(=CC1)C)C1=NN=C(S1)N1N=CC=C1C#N 1-(5-(2,5-dimethyl-1H-pyrrol-1-yl)-1,3,4-thiadiazol-2-yl)-1H-pyrazole-5-carbonitrile